O=C1N(C(C2=CC=CC=C12)=O)[K] 1,3-Dioxoisoindolin-2-yl-potassium